2-(2-chloro-6-methylpyrimidin-4-yl)-5,8,11-trioxa-2-azatridecan-13-ol ClC1=NC(=CC(=N1)N(C)CCOCCOCCOCCO)C